Cl.FC(C1=CC=C(C=C1)C1=NC(=C2N1C=CC=C2)CN)(F)F (3-(4-(trifluoromethyl)phenyl)imidazo[1,5-a]pyridin-1-yl)methanamine hydrochloride